2-chloro-N1-cyclobutyl-N1-methyl-N4-((1-methyl-1H-imidazol-2-yl)(phenyl)methyl)benzene-1,4-diamine ClC1=C(C=CC(=C1)NC(C1=CC=CC=C1)C=1N(C=CN1)C)N(C)C1CCC1